ClC1=CC=C(C=C1)C1=CCC(CC1)(C)C 4'-chloro-4,4-dimethyl-3,4,5,6-tetrahydro-[1,1'-biphenyl]